4-chlorobenzyl (4-((4-methyloxazole-2-carboxamido)meth-yl)phenyl)carbamate CC=1N=C(OC1)C(=O)NCC1=CC=C(C=C1)NC(OCC1=CC=C(C=C1)Cl)=O